(S)-(1-((4-bromo-3-fluorophenyl)sulfonyl)-4,4-difluoropyrrolidin-2-yl)methanol BrC1=C(C=C(C=C1)S(=O)(=O)N1[C@@H](CC(C1)(F)F)CO)F